(E)-5-Fluoro-3-chloro-2-(4-isopropyl-3-methoxyphenylvinyl)pyridine FC=1C=C(C(=NC1)\C=C\C1=CC(=C(C=C1)C(C)C)OC)Cl